ClC=1C=C(N(CCO)C2=CC=NC3=CC=C(C=C23)O)C=CC1F 4-[3-chloro-4-fluoro-N-(2-hydroxyethyl)anilino]quinolin-6-ol